FC1=CC=C(C=C1)C=1C=C(N2C1C1=CC(=C(C=C1CC2)OC)C=2N=NN(N2)C)C(=O)N2COC[C@@]2(C#N)C (S)-3-(1-(4-fluorophenyl)-8-methoxy-9-(2-methyl-2H-tetrazol-5-yl)-5,6-dihydropyrrolo[2,1-a]isoquinoline-3-carbonyl)-4-methyl-oxazolidine-4-carbonitrile